(3-amino-6-(tert-butylsulfonyl)-4,5,6,7-tetrahydro-pyrazolo[3,4-c]pyridin-1-yl)(6-fluoro-1,2,3,4-tetrahydro-quinolin-4-yl)methanone NC1=NN(C=2CN(CCC21)S(=O)(=O)C(C)(C)C)C(=O)C2CCNC1=CC=C(C=C21)F